2-amino-7-chloro-4-hydroxyquinoline-3-carbonitrile NC1=NC2=CC(=CC=C2C(=C1C#N)O)Cl